C(C)OC(=O)C=1C(=NNC1)Br 3-bromo-1H-pyrazole-4-carboxylic acid ethyl ester